2-[3-(4-Chloro-3-isopropyloxyphenyl)-1-ethyl-1H-1,2,4-triazol-5-yl]-N-[(3-cyanophenyl)methyl]acetamid ClC1=C(C=C(C=C1)C1=NN(C(=N1)CC(=O)NCC1=CC(=CC=C1)C#N)CC)OC(C)C